C1(=CC(=C(C=C1)C#N)C#N)C#N 1,3,4-benzenetri-nitrile